COC(C1=C(C=CC=C1CC(=O)OC)Cl)=O 2-chloro-6-(2-methoxy-2-oxoethyl)benzoic acid methyl ester